N-hydroxy-1-(oxetan-2-ylmethyl)-1H-benzo[d]imidazole-5-carbimidic acid ON=C(O)C1=CC2=C(N(C=N2)CC2OCC2)C=C1